N[C@H]1[C@@H]2N(C[C@H]1CC2)C(=O)C2=CC1=C(N(C(=N1)C=1N(C3=C(C=CC=C3C1)CCN1C(OCC1)=O)CC1CC1)C)C(=C2)OC 3-[2-(2-{5-[(1R,4R,7R)-7-amino-2-azabicyclo[2.2.1]heptane-2-carbonyl]-7-methoxy-1-methyl-1H-1,3-benzodiazol-2-yl}-1-(cyclopropylmethyl)-1H-indol-7-yl)ethyl]-1,3-oxazolidin-2-one